N1(CCCC1)C1=CC=C(C=C1)C(C#C)(O)C1=CC=C(C=C1)N1CCCC1 1,1-bis(4-(pyrrolidin-1-yl)phenyl)prop-2-yn-1-ol